N-(2-(1-ethyl-2-methyl-1,2,5,6-tetrahydropyridin-3-yl)thieno[2,3-b]pyridin-4-yl)benzo[d]thiazol-5-amine C(C)N1C(C(=CCC1)C1=CC=2C(=NC=CC2NC=2C=CC3=C(N=CS3)C2)S1)C